C1(CCCC1)NC1=CC=C(C=C1)C1C(CC2C(N1C(C1=C(C=CC=C1C)F)=O)CCC2)C(=O)NC2=CC(=C(C=C2)NC=O)O cis-2-(4-(cyclopentylamino)phenyl)-1-(2-fluoro-6-methylbenzoyl)-N-(4-formamido-3-hydroxyphenyl)octahydro-1H-cyclopenta[b]pyridine-3-carboxamide